[NH+]=1NN=CC1 triazaolium